4-(bromomethyl)-2-fluoro-pyridine BrCC1=CC(=NC=C1)F